(2S,5S)-2,5-dimethyl-4-oxo-piperidine-1-carboxylic acid benzyl ester C(C1=CC=CC=C1)OC(=O)N1[C@H](CC([C@H](C1)C)=O)C